OCCOCN1C=2N=C(NC(C2N=C1)=O)N 9-[(2-hydroxyethoxy)methyl]-guanine